[O-2].[La+3].[O-2].[O-2].[La+3] lanthanum (III) oxide